((4-Nitrophenoxy)(phenoxy)phosphoryl)-L-alanine hexyl ester C(CCCCC)OC([C@@H](NP(=O)(OC1=CC=CC=C1)OC1=CC=C(C=C1)[N+](=O)[O-])C)=O